COC1=C(OC2=CC=C(C=C2)NC(OCC=2C(=C3C(N(CC3=CC2)C2C(NC(CC2)=O)=O)=O)OC)=O)C=CC=C1 [2-(2,6-dioxopiperidin-3-yl)-4-methoxy-3-oxo-2,3-dihydro-1H-isoindol-5-yl]methyl N-[4-(2-methoxyphenoxy)phenyl]carbamate